6-[(4-ACETYL-1H-PYRROL-2-YL)FORMAMIDO]HEXANOIC ACID C(C)(=O)C=1C=C(NC1)C(=O)NCCCCCC(=O)O